C(C)C=1C(=NC(=NC1)N1CC(C1)N(C)C(=O)OC(C)(C)C)OCC ethyl-2-(3-((tert-butoxycarbonyl)(methyl)amino)azetidin-1-yl)-4-ethoxypyrimidine